C1(CC1)C1=NC=NN1C1CC2(CN(C2)C(=O)N2CC(C2)C2=CC=C(C=C2)C2(CC2)C(F)(F)F)C1 [6-(5-cyclopropyl-1,2,4-triazol-1-yl)-2-azaspiro[3.3]heptan-2-yl]-[3-[4-[1-(trifluoromethyl)cyclopropyl]phenyl]azetidin-1-yl]methanone